C1CN(CCC12CCN(CC2)C(=O)C2=NC(=CC=C2)C2=NC1=C(N2)C=CC=C1)C(=O)C1=NC(=CC=C1)C1=NC2=C(N1)C=CC=C2 (3,9-diazaspiro[5.5]undecane-3,9-diyl)bis((6-(1H-benzo[d]imidazol-2-yl)pyridin-2-yl)methanone)